(R)-tert-butyl ((6-(pyridin-3-yl)isochroman-1-yl)methyl)carbamate N1=CC(=CC=C1)C=1C=C2CCO[C@H](C2=CC1)CNC(OC(C)(C)C)=O